C(C)OC(=O)C1=NN(C=C1)C1OCCCC1 1-(tetrahydro-2H-pyran-2-yl)-1H-pyrazole-3-carboxylic acid ethyl ester